NC1=NC=2C=C(C(=CC2C2=C1COC2)C(=O)N2C[C@@H](CC2)C2=NC=C(C=C2)C(F)(F)F)F (4-amino-7-fluoro-1,3-dihydrofuro[3,4-c]quinolin-8-yl)((3R)-3-(5-(trifluoromethyl)-2-pyridinyl)-1-pyrrolidinyl)methanone